{3-[2-({[(3-fluoro(2-pyridyl))cyclobutyl]methyl}amino)pyrimidin-5-yl]phenyl}-N-methylcarboxamide FC=1C(=NC=CC1)C1(CCC1)CNC1=NC=C(C=N1)C=1C=C(C=CC1)C(=O)NC